NC1CCC(CC1)N(C1=C2CN(C(C2=CC=C1)=O)C1C(NC(CC1)=O)=O)CC1CC1 3-(4-(((1r,4r)-4-aminocyclohexyl)(cyclopropylmethyl)amino)-1-oxoisoindolin-2-yl)piperidine-2,6-dione